O1[C@@H](CCC1)CO (s)-(tetrahydrofuran-2-yl)methanol